1-((1H-indol-5-yl)sulfonyl)-N-(4-cyanophenyl)-1H-pyrrole-3-carboxamide N1C=CC2=CC(=CC=C12)S(=O)(=O)N1C=C(C=C1)C(=O)NC1=CC=C(C=C1)C#N